ClC1=CC(=C2N=CC=NC2=C1)C1=C(C=NC=C1)C 7-chloro-5-(3-methyl-4-pyridyl)quinoxaline